C[C@@H](C=O)CCCCCCCCC |r| (+/-)-2-methylundecanal